(1-phenylethenyl)acetamide C1(=CC=CC=C1)C(=C)CC(=O)N